trans-4-((3-(2-Cyclopropylthiazol-5-yl)phenyl)((trans-4-(4-methoxy-3-methylphenyl)cyclohexyl)methyl)carbamoyl)cyclohexyl (2-hydroxyethyl)carbamate OCCNC(O[C@@H]1CC[C@H](CC1)C(N(C[C@@H]1CC[C@H](CC1)C1=CC(=C(C=C1)OC)C)C1=CC(=CC=C1)C1=CN=C(S1)C1CC1)=O)=O